pyrrolo[1,2-c]quinazolin-5(6H)-one C=1C=CN2C(NC=3C=CC=CC3C21)=O